N1=C(C=CC2=CC=CC=C12)C(=O)N1CCC(CC1)C=1C=CN=C2NC(NC12)=O 7-{1-[(2-quinolyl)carbonyl]-4-piperidyl}-1,3-dihydro-1,3,4-triaza-2-indenone